C[C@H]1N(CCC(C1)=O)C(=O)OC(C)(C)C tert-butyl (R)-2-methyl-4-oxopiperidine-1-carboxylate